BrC1=C(C#N)C=C(C=C1)C=1OC(=NN1)C 2-bromo-5-(5-methyl-1,3,4-oxadiazol-2-yl)benzonitrile